Phenyltri-methoxysilan C1(=CC=CC=C1)[Si](OC)(OC)OC